(1R)-(-)-1-aminomethyl-1,2,3,4-tetrahydroisoquinoline dihydrobromide salt Br.Br.NC[C@@H]1NCCC2=CC=CC=C12